CN(C1[NH+](CC(N1CC)CC)C)C 2-dimethylamino-1-methyl-3,4-diethylimidazolinium